5-nitro-4-(4-piperidinyl)-1,3-dihydroquinoxaline-2-one [N+](=O)([O-])C1=C2N(CC(NC2=CC=C1)=O)C1CCNCC1